C1(=CC=C(C=C1)B)C p-tolylborane